1-(5-acetylpyridin-2-yl)-3-methyl-1H-imidazol-3-ium iodide [I-].C(C)(=O)C=1C=CC(=NC1)N1C=[N+](C=C1)C